FC=1C=CC(=NC1)NC1=NC=C(C(=O)NC)C(=C1)NC1=C(C=CC=C1)N(S(=O)(=O)C)C 6-((5-Fluoropyridin-2-yl)amino)-N-methyl-4-((2-(N-Methylmethanesulfonamido)phenyl)amino)Nicotinamide